8-(((methylsulfonyl)oxy)methyl)-2,6-diazaspiro[3.4]octane-2,6-dicarboxylate CS(=O)(=O)OCC1CN(CC12CN(C2)C(=O)[O-])C(=O)[O-]